N-methyl-N-(1,3-thiazol-2-yl)carboxamide CN(C=O)C=1SC=CN1